C(#N)C1=CC(=C(COC2=CC=CC(=N2)C2=CC(=C(CC3=NC4=C(N3CCOC)C=C(C=C4)C(=O)[O-])C=C2)OS(=O)(=O)C(F)(F)F)C=C1)F 2-(4-(6-((4-cyano-2-fluorobenzyl) oxy) pyridin-2-yl)-2-(((trifluoromethyl) sulfonyl) oxy) benzyl)-1-(2-methoxyethyl)-1H-benzo[d]imidazole-6-carboxylate